(2-fluoro-6-methoxyphenyl)-2-(1-methyl-1H-imidazol-2-yl)-5-phenylpyrrolo[2,1-f][1,2,4]triazin-4-ol FC1=C(C(=CC=C1)OC)C=1C(=C2C(=NC(=NN2C1)C=1N(C=CN1)C)O)C1=CC=CC=C1